BrC=1N=NC(=CC1C)Br 3,6-dibromo-4-methylpyridazine